(S)-8-(2-amino-6-((R)-1-(4-chloro-2-(1-methyl-2-oxo-1,2-dihydropyridin-3-yl)phenyl)-2,2,2-trifluoroethoxy)pyrimidin-4-yl)-2,8-diazaspiro[4.5]decane-3-carboxylic acid NC1=NC(=CC(=N1)N1CCC2(C[C@H](NC2)C(=O)O)CC1)O[C@@H](C(F)(F)F)C1=C(C=C(C=C1)Cl)C=1C(N(C=CC1)C)=O